N-({4-[(4-fluoro-2-methoxyphenyl)sulfamoyl]phenyl}methyl)-1H-pyrrolo[3,2-c]pyridine-2-carboxamide FC1=CC(=C(C=C1)NS(=O)(=O)C1=CC=C(C=C1)CNC(=O)C1=CC=2C=NC=CC2N1)OC